4-(2,2-difluorobenzo[d][1,3]dioxol-5-yl)-6,7,9-trimethoxynaphtho[2,3-c]furan FC1(OC2=C(O1)C=CC(=C2)C2=C1C=C(C(=CC1=C(C1=COC=C12)OC)OC)OC)F